4-Bromo-3-(1-ethyl-3-(trifluoromethyl)-1H-pyrazol-4-yl)-2-((4-methoxybenzyl)oxy)pyridine BrC1=C(C(=NC=C1)OCC1=CC=C(C=C1)OC)C=1C(=NN(C1)CC)C(F)(F)F